Ethyl (1S,2S)-2-(4-{8-cyclopropyl-6-[(1R)-1-methyl-1,2,3,4-tetrahydroisoquinoline-2-carbonyl]imidazo[1,2-b]pyridazin-2-yl}-3-fluorophenyl)cyclopropane-1-carboxylate C1(CC1)C=1C=2N(N=C(C1)C(=O)N1[C@@H](C3=CC=CC=C3CC1)C)C=C(N2)C2=C(C=C(C=C2)[C@@H]2[C@H](C2)C(=O)OCC)F